C1(CC1)C1=CC(=C(C(=C1)C)C1=CC(=C(C(=C1)C)F)[C@H](CC(=O)O)NC(C(CC(C)C)N1C(C=C(C(=C1)CCN(C)C)C(F)(F)F)=O)=O)C (3S)-3-(4'-cyclopropyl-4-fluoro-2',5,6'-trimethylbiphenyl-3-yl)-3-(2-(5-(2-(dimethylamino)ethyl)-2-oxo-4-(trifluoromethyl)pyridin-1(2H)-yl)-4-methylpentanamido)propanoic acid